COCN1C=NC=C1C(=O)OC methyl 3-(methoxymethyl)imidazole-4-carboxylate